ClCC1=NC=C(C(=C1)C(=O)[O-])NC1=C(C=C(C=C1)[Si](C)(C)C)F 2-(chloromethyl)-5-(2-fluoro-4-trimethylsilylanilino)pyridine-4-carboxylate